FC(OC=1C=C(C=CC1)CNC(=O)C=1N=NN(C1)CCCCN1N=NC(=C1)C(=O)NCC=1C=NC(=CC1)C(F)(F)F)(F)F 1-{4-[4-({[3-(trifluoromethoxy)phenyl]methyl}carbamoyl)-1H-1,2,3-triazol-1-yl]butyl}-N-{[6-(trifluoromethyl)pyridin-3-yl]methyl}-1H-1,2,3-triazole-4-carboxamide